FC1=C(OC2=CC=C(C=C2)C=2N=C(N3C2C=NC=C3C)[C@H]3N(CCCC3)C(C=C)=O)C=CC=C1OC (S)-1-(2-(1-(4-(2-fluoro-3-methoxyphenoxy)phenyl)-5-methylimidazo[1,5-a]pyrazin-3-yl)piperidin-1-yl)prop-2-en-1-one